NC1=C(SC=2N=C(N=CC21)C)C(=O)NC2CC=1C=CC(=NC1CC2)N2CC(C(C2)OC(F)(F)F)N 5-amino-N-{2-[3-amino-4-(trifluoromethoxy)pyrrolidin-1-yl]-5,6,7,8-tetrahydroquinolin-6-yl}-2-methylthieno[2,3-d]pyrimidine-6-carboxamide